CO\N=C\C(=O)[O-] glyoxylate (E)-methyloxime